C(CCCCCCCCCCCCCCC)(=O)C([C@@H](O)C(CCCCCCCCCCCCCCC)=O)NCCCN(C)C |r| DL-1,2-dipalmitoyl-dimethylaminopropyl-β-hydroxyethylamine